(4-(5-chloro-2-methylphenyl)piperazin-1-yl)(3-fluorophenyl)methanone ClC=1C=CC(=C(C1)N1CCN(CC1)C(=O)C1=CC(=CC=C1)F)C